S1C=NC=C1 Thiazole